3-(5-(((1-(6-(5-((R)-2-(2,4-difluorophenyl)pyrrolidin-1-yl)pyrazolo[1,5-a]pyrimidin-3-yl)pyridin-2-yl)piperidin-4-yl)(methyl)amino)methyl)-1-oxoisoindolin-2-yl)piperidine-2,6-dione FC1=C(C=CC(=C1)F)[C@@H]1N(CCC1)C1=NC=2N(C=C1)N=CC2C2=CC=CC(=N2)N2CCC(CC2)N(C)CC=2C=C1CN(C(C1=CC2)=O)C2C(NC(CC2)=O)=O